FC=1C(=C(C=CC1F)[C@@H]1[C@@H](O[C@@]([C@@H]1C)(C(F)(F)F)C)C(=O)NC1=C(C(=NC=C1)C(=O)N)F)OC 4-[[(2R,3R,4R,5S)-3-(3,4-difluoro-2-methoxy-phenyl)-4,5-dimethyl-5-(trifluoromethyl)tetrahydrofuran-2-carbonyl]amino]-3-fluoro-pyridin-2-carboxamid